FC1=C2C(=CNC2=CC(=C1)F)CCNC(C1=C(C=C(C=C1)C)O)=O N-(2-(4,6-difluoro-1H-indol-3-yl)ethyl)-2-hydroxy-4-methylbenzamide